N-(cyclopropylmethyl)-6-iodo-N-methyl-1,3-benzodioxol-5-amine C1(CC1)CN(C1=CC2=C(OCO2)C=C1I)C